CC1(CCC(C2=C1C=CS2)(C)C)C 4,4,7,7-tetramethyl-4,5,6,7-tetrahydro-1-benzothiophene